C(C1=CC=CC=C1)C1(CCOCC1)N(C1=NC=C2C(=N1)N(N=C2C=2C(=C(C(=C(C2)C(F)(F)F)F)O)F)C)C 3-(6-((4-Benzyltetrahydro-2H-pyran-4-yl)(methyl)amino)-1-methyl-1H-pyrazolo[3,4-d]pyrimidin-3-yl)-2,6-difluoro-5-(trifluoromethyl)phenol